NC1=CC=C(C(=N1)F)C(=O)N1CCCC1 (6-amino-2-fluoropyridin-3-yl)(pyrrolidin-1-yl)methanone